ClCC(=O)OCCN1N=CC(=C1)C1=CN2C(S1)=C(C=N2)C(NC=2C(=NC=C(C2)NC(CCl)=O)C)=O 2-(4-(7-((5-(2-chloroacetamido)-2-methylpyridin-3-yl)carbamoyl)pyrazolo[5,1-b]thiazol-2-yl)-1H-pyrazol-1-yl)ethyl 2-chloroacetate